2-(5,7-dichloro-1,2,3,4-tetrahydroisoquinoline-6-carboxamido)-3-(3-(methylsulfonyl)phenyl)propanoic acid ClC1=C2CCNCC2=CC(=C1C(=O)NC(C(=O)O)CC1=CC(=CC=C1)S(=O)(=O)C)Cl